O1C=C(C2=C1C=CC=C2)C=2C=C(OC2)C(C(=O)O)CC=O (4-(benzofuran-3-yl)furan-2-yl)-4-oxobutanoic acid